(2-chloropyrimidin-4-yl)-1,3-dimethyl-1H-indole-7-carbonitrile ClC1=NC=CC(=N1)C=1N(C2=C(C=CC=C2C1C)C#N)C